5-((7-(5-(2-(2-ethylpyridin-3-yl)-4-fluorophenoxy)pyrimidin-4-yl)-2,7-diazaspiro[4.4]non-2-yl)methyl)-1,3-dihydro-2H-benzo[d]imidazol-2-one C(C)C1=NC=CC=C1C1=C(OC=2C(=NC=NC2)N2CC3(CCN(C3)CC3=CC4=C(NC(N4)=O)C=C3)CC2)C=CC(=C1)F